[Na].NCCS(=O)(=O)OCCN aminoethyl taurinate sodium salt